C(C(=O)/C=C/C(=O)[O-])C(=O)[O-] fumarylacetate